2-(tert-butoxycarbonyl-amino)-6-(5-((3aS,6aR)-2-oxohexahydro-1H-thieno[3,4-d]imidazol-4-yl)pentanamido)hexanoic acid C(C)(C)(C)OC(=O)NC(C(=O)O)CCCCNC(CCCCC1SC[C@@H]2NC(N[C@@H]21)=O)=O